1,3,5-tris-(3,5-di-tert-butyl-4-hydroxybenzyl)-2,4,6-trimethylbenzene C(C)(C)(C)C=1C=C(CC2=C(C(=C(C(=C2C)CC2=CC(=C(C(=C2)C(C)(C)C)O)C(C)(C)C)C)CC2=CC(=C(C(=C2)C(C)(C)C)O)C(C)(C)C)C)C=C(C1O)C(C)(C)C